2-[5-(4-{2,6-diazaspiro[3.3]heptane-2-carbonyl}-4-phenylpiperidin-1-yl)pyridazin-3-yl]phenol C1N(CC12CNC2)C(=O)C2(CCN(CC2)C=2C=C(N=NC2)C2=C(C=CC=C2)O)C2=CC=CC=C2